CC1=C(C(=O)[Ge](CC)(CC)C(C2=C(C=C(C=C2C)C)C)=O)C(=CC(=C1)C)C bis(2,4,6-trimethylbenzoyl)diethylgermanium